COC(=O)C1=C(C(=NN1C=1SC(=C(N1)N1CCCCC1)SC(C)C)C)Br 4-bromo-1-(5-(isopropylsulfanyl)-4-(piperidin-1-yl)thiazol-2-yl)-3-methyl-1H-pyrazole-5-carboxylic acid methyl ester